ClC=1C=C(C=C(C1)C(C)(C)O)S(=O)(=O)NC(NC1=C(C=C(C=C1C(C)C)Cl)C(C)C)=O 3-chloro-N-(4-chloro-2,6-diisopropylphenylcarbamoyl)-5-(2-hydroxypropan-2-yl)benzenesulfonamide